ClC1=CC=C2C=C(N=CC2=C1)C(=O)N[C@H]1CO[C@@H](CC1)C=1OC(=NN1)C1(CCC1)OC(F)(F)F 7-chloro-N-((3R,6S)-6-(5-(3-cis-(trifluoromethoxy)cyclobutyl)-1,3,4-oxadiazol-2-yl)tetrahydro-2H-pyran-3-yl)isoquinoline-3-carboxamide